2-[(1S)-6,7-dichloro-4-ethyl-8-methoxy-1-methyl-1H,2H,3H-pyrrolo[3,4-c]quinolin-2-yl]-2-oxoethyl acetate C(C)(=O)OCC(=O)N1CC=2C(=NC=3C(=C(C(=CC3C2[C@@H]1C)OC)Cl)Cl)CC